2-oxopropanal O=C(C=O)C